OCC1=NC(=NC=C1)[C@H]1N(CCC1)C(=O)OCC1=CC=CC=C1.C(C)(C)N[Si](O[Si](C)(C)C)(O[Si](C)(C)C)O[Si](C)(C)C |o1:8| 3-iso-propylamino (trimethylsiloxy)-1,1,1,5,5,5-hexamethyltrisiloxane benzyl (S*)-2-(4-(hydroxymethyl)pyrimidin-2-yl)pyrrolidine-1-carboxylate